(2r,5s*)-2-cyclopropyl-5-methyl-2,3,4,5-tetrahydropyrido[2,3-f][1,4]oxazepine C1(CC1)[C@H]1OC2=C([C@@H](NC1)C)N=CC=C2 |o1:7|